CC=1C=C(C=C(C1)C)C=1C(=CC=CC1)C#N 3',5'-dimethyl-[1,1'-biphenyl]-2-carbonitrile